(2R,4S)-N-((2S)-1-((2-amino-6,7-dihydro-5H-cyclopenta[b]pyridin-5-yl)amino)-1-oxopropan-2-yl)-4-(1-phenylethyl)pyrrolidine-2-carboxamide cyclopentanepropionate C1(CCCC1)CCC(=O)O.NC1=CC=C2C(=N1)CCC2NC([C@H](C)NC(=O)[C@@H]2NC[C@@H](C2)C(C)C2=CC=CC=C2)=O